FC=1C=C(C=C(C1F)F)OC(=S)C1=C(C=C(C=C1F)C1=C(C=C(C=C1)C1=CC=C(C=C1)CCC)F)F 3,5,2'-Trifluoro-4''-propyl[1,1':4',1'']terphenyl-4-carbothioic acid 3,4,5-trifluorophenyl ester